methyl 2-((5-(6-((4-cyano-2-fluorobenzyl) oxy) pyridin-2-yl)-2,5-diazabicyclo[4.1.0]hept-2-yl) methyl)-1-(((S)-oxetan-2-yl) methyl)-1H-benzo[d]imidazole-6-carboxylate C(#N)C1=CC(=C(COC2=CC=CC(=N2)N2CCN(C3CC23)CC2=NC3=C(N2C[C@H]2OCC2)C=C(C=C3)C(=O)OC)C=C1)F